C(C=C)(=O)N1C[C@@H]2COC3=C(C(N2CC1)=O)C(=NC(=C3Cl)C3=C(C=CC=C3O)F)N3CCN(CC3)C (6aR)-8-propenoyl-4-chloro-3-(2-fluoro-6-hydroxyphenyl)-1-(4-methylpiperazin-1-yl)-6,6a,7,8,9,10-hexahydro-12H-pyrazino[2,1-c]pyrido[3,4-f][1,4]oxazepin-12-one